NC1(CC2(CCN(C2)C2=NC=NC=C2OC2=C(C=C(C=C2)F)C2=C(C=C(C=C2)C#N)C2CC2)CC1)CC1=CC=CC=C1 2'-((4-(7-amino-7-benzyl-2-azaspiro[4.4]non-2-yl)pyrimidin-5-yl)oxy)-2-cyclopropyl-5'-fluoro-[1,1'-biphenyl]-4-carbonitrile